COC=1C=C2C(C(=CNC2=C(C1)OC)C(=O)O)=O 6,8-dimethoxy-1,4-dihydro-4-oxo-3-quinolinecarboxylic acid